(3-amino-5-cyclopropyl-1,2,4-triazin-6-yl)-3-(ethoxymethoxy)benzaldehyde NC=1N=NC(=C(N1)C1CC1)C1=C(C=O)C=CC=C1OCOCC